(3R)-tetrahydrofuran-3-ylcarbinol O1C[C@H](CC1)CO